5-Amino-8-(2-furyl)-1-methyl-3-[2-[4-(5-methyl-2-pyridyl)piperazin-1-yl]ethyl][1,2,4]triazolo[5,1-f]purin-2-one NN1C=NC(=C2N3C(N=C12)N(C(N3C)=O)CCN3CCN(CC3)C3=NC=C(C=C3)C)C=3OC=CC3